(2-bromooxazol-4-yl)methanol BrC=1OC=C(N1)CO